ClC=1C=C(OCCOC2CCOCC2)C=CC1 4-[2-(3-Chlorophenoxy)ethoxy]tetrahydropyran